C(C)C(CC)N1N=CC=2N=C(N=C(C21)N[C@H](C)C=2C=NC1=CC=CC=C1C2)N2CCN(CC2)C(C)=O 1-{4-[1-(1-ethyl-propyl)-7-((R)-1-quinolin-3-yl-ethylamino)-1H-pyrazolo[4,3-d]pyrimidin-5-yl]-piperazin-1-yl}-ethanone